C1(CC1)C=1N=NN(C1)C(C(=O)N1C(CC(C1)O)C(=O)NC)C(C)C 1-(2-(4-cyclopropyl-1H-1,2,3-triazol-1-yl)-3-methylbutanoyl)-4-hydroxy-N-methylpyrrolidine-2-carboxamide